tert-Butyl N-methyl-N-[(3R)-pyrrolidin-3-yl]carbamate hydrochloride Cl.CN(C(OC(C)(C)C)=O)[C@H]1CNCC1